ClC=1C(=C(C=CC1)C1=CC(=C(C=C1)C(F)(F)F)C(=O)O)C=1C=C2C=NNC2=CC1 3'-chloro-2'-(1H-indazol-5-yl)-4-(trifluoromethyl)-[1,1'-biphenyl]-3-carboxylic acid